Cl[Si](C)(C)CCCCl chloro-(3-chloropropyl)-dimethyl-silane